tert-butyl 3-[7-bromo-2-(dimethylamino)-8-fluoro-6-(trifluoromethyl)quinazolin-4-yl]-3,8-diazabicyclo[3.2.1]octane-8-carboxylate BrC1=C(C=C2C(=NC(=NC2=C1F)N(C)C)N1CC2CCC(C1)N2C(=O)OC(C)(C)C)C(F)(F)F